O=C1NC(CCC1N1C(C2=CC=C(C=C2C1=O)NC(COCCOCCI)=O)=O)=O N-(2-(2,6-dioxopiperidin-3-yl)-1,3-dioxoisoindol-5-yl)-2-(2-(2-iodoethoxy)ethoxy)acetamide